CN1N=C(C(=C1)C)NC1=NN=C(S1)C(=O)O 5-((1,4-Dimethyl-1H-pyrazol-3-yl)amino)-1,3,4-thiadiazole-2-carboxylic acid